tert-butyl 4-(2-{8-fluoro-2-methylimidazo[1,2-a]pyridin-6-yl}thieno[3,2-c]pyrazol-5-yl)piperidine-1-carboxylate FC=1C=2N(C=C(C1)N1N=C3C(=C1)SC(=C3)C3CCN(CC3)C(=O)OC(C)(C)C)C=C(N2)C